5-((2-(1-isopropyl-4-methyl-1H-pyrazol-5-yl)pyridin-3-yl)methoxy)-2-methoxyisonicotinaldehyde C(C)(C)N1N=CC(=C1C1=NC=CC=C1COC1=CN=C(C=C1C=O)OC)C